2-((1r,4r)-4-(2-(4-(4-(2,6-dioxopiperidin-3-yl)-3,5-difluorophenyl)piperazin-1-yl)ethyl)cyclohexyl)-N-(imidazo[1,2-b]pyridazin-3-yl)-6-methoxy-2H-indazole-5-carboxamide O=C1NC(CCC1C1=C(C=C(C=C1F)N1CCN(CC1)CCC1CCC(CC1)N1N=C2C=C(C(=CC2=C1)C(=O)NC1=CN=C2N1N=CC=C2)OC)F)=O